C(C1=CC=CC=C1)N([C@H]1[C@H]2[C@@]34C(CN([C@@H]([C@@]3(CC1)O)CC1=CC=C(C(=C14)O2)OCC2=CC=CC=C2)CC2CC2)(F)F)C (4R,4aS,7R,7aR,12bR)-7-(benzyl(methyl)amino)-9-(benzyloxy)-3-(cyclopropylmethyl)-1,1-difluoro-1,2,3,4,5,6,7,7a-octahydro-4aH-4,12-methanobenzofuro[3,2-e]isoquinolin-4a-ol